BrC=1C=CC(=NC1)[C@H]1N([C@@H](CC2=C3C(=CC=C12)N(C(O3)=O)C(C3=CC=CC=C3)(C3=CC=CC=C3)C3=CC=CC=C3)C)CC(F)(F)F (6S,8R)-6-(5-bromopyridin-2-yl)-8-methyl-7-(2,2,2-trifluoroethyl)-3-triphenylmethyl-6,7,8,9-tetrahydrooxazolo[5,4-f]isoquinolin-2(3H)-one